(R)-N-((6-chloro-3-((1-(2-(5-fluoroisoindolin-2-yl)-3,6-dimethyl-4-oxo-3,4-dihydroquinazolin-8-yl)ethyl)amino)pyridin-2-yl)sulfonyl)propionamide ClC1=CC=C(C(=N1)S(=O)(=O)NC(CC)=O)N[C@H](C)C=1C=C(C=C2C(N(C(=NC12)N1CC2=CC=C(C=C2C1)F)C)=O)C